1,3-dibutyl-2-methyl-imidazolium C(CCC)N1C(=[N+](C=C1)CCCC)C